phosphorus di-octyl-zinc salt C(CCCCCCC)[Zn]CCCCCCCC.[P]